(S)-4-(6-chloro-7-(2,5-difluorophenyl)-1-(2-isopropyl-4-methylpyridin-3-yl)-2-oxo-1,2-dihydropyrido[2,3-d]pyrimidin-4-yl)-3-methylpiperazine-1-carboxylic acid tert-butyl ester C(C)(C)(C)OC(=O)N1C[C@@H](N(CC1)C=1C2=C(N(C(N1)=O)C=1C(=NC=CC1C)C(C)C)N=C(C(=C2)Cl)C2=C(C=CC(=C2)F)F)C